N-(biphenyl-4-yl)-N-[4-(9-phenyl-9H-carbazol-3-yl)phenyl]-9,9'-spirobi(9H-fluoren)-4-amine C1(=CC=C(C=C1)N(C1=CC=CC=2C3(C4=CC=CC=C4C12)C1=CC=CC=C1C=1C=CC=CC13)C1=CC=C(C=C1)C=1C=CC=3N(C2=CC=CC=C2C3C1)C1=CC=CC=C1)C1=CC=CC=C1